BrC=1C=C(C=C2C(N(C(=NC12)C1=CC=CC=C1)C)=O)C 8-bromo-3,6-dimethyl-2-phenylquinazolin-4(3H)-one